C(#N)CCC 3-cyanopropan